C(C1CC(C(CC1)N)C)C1CC(C(CC1)N)C C4,4'-methylenebis(2-methylcyclohexylamine)